2-((3-hydroxypropyl)amino)benzo[d]oxazol OCCCNC=1OC2=C(N1)C=CC=C2